6-oxa-1-azaspiro[3.3]Heptane N1CCC12COC2